(R)-1-chloro-3-(2-chloro-4-(2-(4-((R)-2-hydroxy-3-(1H-imidazol-1-yl)propoxy)phenyl)propan-2-yl)phenoxy)propan-2-ol ClC[C@@H](COC1=C(C=C(C=C1)C(C)(C)C1=CC=C(C=C1)OC[C@@H](CN1C=NC=C1)O)Cl)O